C1(CC1)C1=CC(=NN1)NC1=NC(=NC2=CC(=C(C=C12)OC)OCCCN1CCCC1)N1CCC(CC1)(F)F N-(5-cyclopropyl-1H-pyrazol-3-yl)-2-(4,4-difluoropiperidin-1-yl)-6-methoxy-7-(3-(pyrrolidin-1-yl)propoxy)quinazolin-4-amine